1-(2,3-dihydroxypropyl)cyclopropane-1-sulfonamide OC(CC1(CC1)S(=O)(=O)N)CO